1-[(2R,6S)-6-[[bis(4-methoxyphenyl)-phenyl-methoxy]methyl]-4-octyl-6-(triisopropylsilyloxymethyl)morpholin-2-yl]-5-methyl-pyrimidine-2,4-dione COC1=CC=C(C=C1)C(OC[C@]1(O[C@H](CN(C1)CCCCCCCC)N1C(NC(C(=C1)C)=O)=O)CO[Si](C(C)C)(C(C)C)C(C)C)(C1=CC=CC=C1)C1=CC=C(C=C1)OC